[N+](=O)([O-])C1=CC=C2C(=NN(C2=C1)\C=C\C1=NC=CC=C1)\C=C\C1=NC=CC=C1 6-Nitro-1,3-bis((E)-2-(pyridin-2-yl)vinyl)-1H-indazole